O.O.C1(=CC=CC=C1)OC(CC)=O phenylpropionate dihydrate